CC=1C=CC(=C(C1)N1/C(/SCC1=O)=N/C(=O)NC1=CC(=C(C=C1)C1=NN(C=N1)C1=CC=C(C=C1)OC(C(F)(F)F)(F)F)C)CCC (Z)-1-(3-(5-methyl-2-propylphenyl)-4-oxothiazolidin-2-ylidene)-3-(3-methyl-4-(1-(4-(perfluoroethoxy)phenyl)-1H-1,2,4-triazol-3-yl)phenyl)urea